Cl.[N+](=O)([O-])C1=CC=C(ON(C)C(CC)C=2OC=CC2)C=C1 (4-Nitrophenoxy)-1-(furan-2-yl)-N-methylpropylamine hydrochloride